ClC1=NC=C(C(=C1)NC(C)C)C=1SC=CN1 2-chloro-N-isopropyl-5-(thiazol-2-yl)pyridin-4-amine